4-methoxy-3,5-dinitro-1H-pyrazole COC=1C(=NNC1[N+](=O)[O-])[N+](=O)[O-]